5-methoxy-2-sulfanilic acid COC1=CC=C(C(S(=O)(=O)O)=C1)N